5-(2-(trifluoromethyl)pyridin-3-yl)-1,3,4-thiadiazole hydrochloride Cl.FC(C1=NC=CC=C1C1=NN=CS1)(F)F